5-(5-acetyl-1-amino-1,3-dihydrospiro[indene-2,4'-piperidin]-1'-yl)-3-aminopyrazin C(C)(=O)C=1C=C2CC3(CCN(CC3)C=3N=C(C=NC3)N)C(C2=CC1)N